(R)-N-(4-cyclopropylphenyl)-1-((3-methylpyridin-2-yl)methyl)azepane-2-carboxamide C1(CC1)C1=CC=C(C=C1)NC(=O)[C@@H]1N(CCCCC1)CC1=NC=CC=C1C